ClC=1C=C(C=CC1)N1N=CC(=C1)[C@@H](C(=O)NC1=CC(=NN1)C1CC1)CC (S)-2-(1-(3-chlorophenyl)-1H-pyrazol-4-yl)-N-(3-cyclopropyl-1H-pyrazol-5-yl)butanamide